N[C@@H](CCC(=O)O)C(=O)N (glutamyl)Amine